FC(C1=NN=C(O1)C=1C=CC2=C(C(N([C@](O2)(C2=CC=CC=C2)C)C)=O)C1)F (2R)-6-[5-(difluoromethyl)-1,3,4-oxadiazol-2-yl]-2,3-dimethyl-2-phenyl-2,3-dihydro-4H-1,3-benzoxazin-4-one